ClC1=C(C=CC=C1NC(=O)C=1N(C2=C(CN(CC2)C(=O)OC(C)(C)C)N1)C)C1=C(C(=CC=C1)C=1OC2=C(N1)C=C(C=C2C#N)C=O)C tert-butyl 2-(2-chloro-3'-(7-cyano-5-formylbenzo[d]oxazol-2-yl)-2'-methylbiphenyl-3-ylcarbamoyl)-1-methyl-6,7-dihydro-1H-imidazo[4,5-c]pyridine-5(4H)-carboxylate